(1R,3s,5S)-8-(6-chloropyrido[2,3-b]pyrazin-2-yl)-N,N-dimethyl-8-azabicyclo[3.2.1]octan-3-amine ClC=1C=CC=2C(=NC=C(N2)N2[C@H]3CC(C[C@@H]2CC3)N(C)C)N1